N-(methyl-d3)-5-(4-((3-oxo-2-(2,2,2-trifluoroethyl)-4H-quinoxalin-6-yl)methyl)piperazin-1-yl)pyridine-2-carboxamide C(NC(=O)C1=NC=C(C=C1)N1CCN(CC1)CC=1C=C2NC(C(=NC2=CC1)CC(F)(F)F)=O)([2H])([2H])[2H]